(2,6-dioxo-piperidin-3-yl)-4-[7-(4-{4-[5-(4-methanesulfonyl-phenyl)-[1,2,4]triazolo[1,5-a]pyridin-2-ylamino]-phenyl}-piperazin-1-yl)-7-oxo-heptylamino]-isoindole-1,3-dione O=C1NC(CCC1C=1C(=C2C(NC(C2=CC1)=O)=O)NCCCCCCC(=O)N1CCN(CC1)C1=CC=C(C=C1)NC1=NN2C(C=CC=C2C2=CC=C(C=C2)S(=O)(=O)C)=N1)=O